ClC1=C(C=C(C=C1)N(CC(=O)O)N=O)F 2-((4-chloro-3-fluorophenyl)(nitroso)amino)acetic acid